1-bromo-3-fluoro-2-methoxy-5-(methoxymethyl)benzene BrC1=C(C(=CC(=C1)COC)F)OC